2-[(5-bromo-2-pyrimidinyl)oxy]-phenylacetonitrile BrC=1C=NC(=NC1)OC1=C(C=CC=C1)CC#N